(S)-2-amino-3-(3-(3-(cyclopropanecarbonyl)-1H-pyrrolo[2,3-b]pyridin-5-yl)-4-methoxyphenyl)propionic acid N[C@H](C(=O)O)CC1=CC(=C(C=C1)OC)C=1C=C2C(=NC1)NC=C2C(=O)C2CC2